(6aR,7R,10aS)-2-(1-acetyl-1,2,5,6-tetrahydropyridin-3-yl)-7,10a-dimethyl-8-oxo-4-phenyl-5,6,6a,7,8,10a-hexahydrobenzo[h]quinazoline-9-carbonitrile C(C)(=O)N1CC(=CCC1)C1=NC=2[C@]3([C@H](CCC2C(=N1)C1=CC=CC=C1)[C@H](C(C(=C3)C#N)=O)C)C